N[C@@H](CC(=O)O)C(=O)O.[Na].[Na].[Na].[Na] tetrasodium L-aspartic acid